C12C(CC(C=C1)C2)CC(C(F)(F)F)(C(F)(F)F)O 2-(bicyclo[2.2.1]heptan-5-en-2-ylmethyl)-1,1,1,3,3,3-hexafluoro-2-propanol